NC1=NC2=CC=C(C=C2C=C1C)C(=O)N(CC1=NC=C(C=C1)C(F)(F)F)[C@H]1CC2=C(NC=N2)CC1 2-amino-3-methyl-N-((5R)-4,5,6,7-tetrahydro-1H-benzimidazol-5-yl)-N-((5-(trifluoromethyl)-2-pyridinyl)methyl)-6-quinolinecarboxamide